ClC1=C(C=CC=C1)NC(=O)C1=CNC2=CC=CC=C12 N-(2-chlorophenyl)-1H-indole-3-amide